5-bromo-3-methoxynitrobenzene BrC=1C=C(C=C(C1)[N+](=O)[O-])OC